(2R,3S,4S,5R,6S)-2-(acetoxymethyl)-6-(4-((3-((methylsulfonyl)oxy)propyl)amino)-2-((4-nitrophenoxy)methyl)phenoxy)tetrahydro-2H-pyran-3,4,5-triyl triacetate C(C)(=O)O[C@H]1[C@H](O[C@H]([C@@H]([C@H]1OC(C)=O)OC(C)=O)OC1=C(C=C(C=C1)NCCCOS(=O)(=O)C)COC1=CC=C(C=C1)[N+](=O)[O-])COC(C)=O